C(C)OCOC=1C=C(C2=C(C(=CC=C2C1)F)CC)N1CC=2N=C(N=C(C2CC1)O)OC[C@]12CCCN2C[C@@H](C1)F 7-(3-(ethoxymethoxy)-8-ethyl-7-fluoronaphthalen-1-yl)-2-(((2R,7aS)-2-fluorotetrahydro-1H-pyrrolizin-7a(5H)-yl)methoxy)-5,6,7,8-tetrahydropyrido[3,4-d]pyrimidin-4-ol